[Br-].C(C)OC(C(CCC[P+](C1=CC=CC=C1)(C1=CC=CC=C1)C1=CC=CC=C1)(C)C)=O (5-ethoxy-4,4-dimethyl-5-oxopentyl)(triphenyl)phosphonium bromide